6-[[4-[(2R)-2-Amino-4,4-dimethyl-pentoxy]-6-(2,6-dimethylphenyl)pyrimidin-2-yl]sulfamoyl]pyridine-2-carboxylic acid N[C@@H](COC1=NC(=NC(=C1)C1=C(C=CC=C1C)C)NS(=O)(=O)C1=CC=CC(=N1)C(=O)O)CC(C)(C)C